1-(4-methyl-3-(1-methyl-6-oxo-1,6-dihydropyridin-3-yl)-1-phenyl-1H-pyrazol-5-yl)-3-((3R,4S)-4-phenyl-1-(2,2,2-trifluoroethyl)pyrrolidin-3-yl)urea CC=1C(=NN(C1NC(=O)N[C@H]1CN(C[C@@H]1C1=CC=CC=C1)CC(F)(F)F)C1=CC=CC=C1)C1=CN(C(C=C1)=O)C